(1S,2R,3S,4R)-4-(2-(5-chloropyridin-3-yl)-6-(((4-methoxypyridin-2-yl)meth-yl)amino)-9H-purin-9-yl)-2,3-dihydroxyl-N-methylcyclopentaneformamide ClC=1C=C(C=NC1)C1=NC(=C2N=CN(C2=N1)[C@H]1[C@@H]([C@@H]([C@H](C1)C(=O)NC)O)O)NCC1=NC=CC(=C1)OC